O=C1NC2(C(N1)=O)CN(CCC2)C=2C1=C(N=C(N2)OCC23CCCN3CCC2)C(=C(N=C1)C=1C=CC=C2C=CC=C(C12)C#N)F 8-(4-(2,4-dioxo-1,3,7-triazaspiro[4.5]dec-7-yl)-8-fluoro-2-((hexahydro-1H-pyrrolizin-7a-yl)methoxy)pyrido[4,3-d]pyrimidin-7-yl)-1-naphthonitrile